methyl 4-amino-1-(6-methoxypyridin-3-yl)-2-oxo-7-(trifluoromethyl)-1,2-dihydroquinoline-3-carboxylate NC1=C(C(N(C2=CC(=CC=C12)C(F)(F)F)C=1C=NC(=CC1)OC)=O)C(=O)OC